(6-(3-fluoro-2-methylphenyl)-2-(methylamino)imidazo[1,2-a]pyridin-3-yl)((1S,2S)-2-fluorocyclopropyl)methanone FC=1C(=C(C=CC1)C=1C=CC=2N(C1)C(=C(N2)NC)C(=O)[C@H]2[C@H](C2)F)C